FC1=CC=C(C=C1)CC(=O)N1CC2=C(CC1)SC(=C2)C2=NOC(=N2)C(F)(F)F 2-(4-fluorophenyl)-1-(2-(5-(trifluoromethyl)-1,2,4-oxadiazol-3-yl)-6,7-dihydrothieno[3,2-c]pyridin-5(4H)-yl)ethan-1-one